tert-butyl (S)-2-amino-7-(1-methoxyethyl)-[1,2,4]triazolo[1,5-a]pyrimidine-6-carboxylate NC1=NN2C(N=CC(=C2[C@H](C)OC)C(=O)OC(C)(C)C)=N1